3-(Dodec-11-enamido)-N,N,N-trimethylpropan-1-aminium methyl-sulfate COS(=O)(=O)[O-].C(CCCCCCCCCC=C)(=O)NCCC[N+](C)(C)C